[NH4+].[OH-].[Al].COC=1C=CC(=NC1)COC=1C=CC2=C(N=C(O2)C2=NC3=CC=CC=C3C=C2)C1 2-{5-[(5-methoxypyridin-2-yl)methoxy]-1,3-benzoxazol-2-yl}quinoline aluminium hydroxide ammonium